F\C(\CO)=C\COC(C1=CC=CC=C1)(C1=CC=CC=C1)C1=CC=CC=C1 (E)-2-fluoro-4-(trityloxy)but-2-en-1-ol